C(C)(C)(C)OC(=O)N1C[C@H](CC1)N1N=C(C(=C1NCCOC(C)=O)C#N)C#CC1=CC(=CC(=C1)OC)OC (S)-3-(5-((2-acetoxyethyl)amino)-4-cyano-3-((3,5-dimethoxyphenyl)ethynyl)-1H-pyrazol-1-yl)pyrrolidine-1-carboxylic acid tert-butyl ester